2-[[6-[[3-chloro-5-cyano-6-[3-(1,3-dioxoisoindolin-2-yl)-4,4-difluoro-5-methyl-1-piperidyl]-2-pyridyl]amino]-1-methyl-2-oxo-3-quinolyl]oxy]-N-methyl-acetamide ClC=1C(=NC(=C(C1)C#N)N1CC(C(C(C1)C)(F)F)N1C(C2=CC=CC=C2C1=O)=O)NC=1C=C2C=C(C(N(C2=CC1)C)=O)OCC(=O)NC